2,2,2-trichloroethyl (3-isopropyl-2-methyl-6,7-dihydro-5H-cyclopenta[b]pyridin-4-yl)carbamate C(C)(C)C=1C(=C2C(=NC1C)CCC2)NC(OCC(Cl)(Cl)Cl)=O